C[C@H]1OC2=C(CN(C1C1=C(C=CC=C1)C(F)(F)F)C(=O)C1CCOCC1)C=CC=C2 Methyl-(R)-4-(tetrahydro-2H-pyran-4-carbonyl)-3-(2-(trifluoromethyl)phenyl)-2,3,4,5-tetrahydrobenzo[f][1,4]oxazepine